C1CCSOC1 Thioxane